tert-butyl 4-[2-methyl-6-(methylcarbamoyl) pyridin-3-yl]piperazine-1-carboxylate CC1=NC(=CC=C1N1CCN(CC1)C(=O)OC(C)(C)C)C(NC)=O